Cl.C(C)N=C=NCCCN(C)C 1-ethyl-(3-dimethylamino-propyl)carbodiimide hydrochloride